N1C=NC2=C1C=CC(=C2)N2C(NC[C@@H]2C2=CC(=C(C=C2)Cl)Cl)=O (S)-1-(1H-benzo[d]imidazol-5-yl)-5-(3,4-dichlorophenyl)imidazolidin-2-one